8-bromo-6-fluoro-3-methyl-2-(4-methyltetrahydropyran-4-yl)quinazolin-4-one BrC=1C=C(C=C2C(N(C(=NC12)C1(CCOCC1)C)C)=O)F